3-(5-(1,5-dimethyl-2-phenyl-1H-imidazol-4-yl)-1-oxoisoindolin-2-yl)piperidine-2,6-dione CN1C(=NC(=C1C)C=1C=C2CN(C(C2=CC1)=O)C1C(NC(CC1)=O)=O)C1=CC=CC=C1